N,2-diethyl-3-methyl-2-(1-methylethyl)-butanamide C(C)NC(C(C(C)C)(C(C)C)CC)=O